(E)-3-(3,4-dimethoxyphenyl)-1-(5-hydroxypyridin-3-yl)prop-2-en-1-one COC=1C=C(C=CC1OC)/C=C/C(=O)C=1C=NC=C(C1)O